C1(=CC=CS1)CC1C(=O)OC(C1)=O thenyl-succinic anhydride